3-((6-bromo-1-oxo-2,7-naphthyridin-2(1H)-yl)methyl)-N-methylbenzamide BrC=1C=C2C=CN(C(C2=CN1)=O)CC=1C=C(C(=O)NC)C=CC1